methyl 6-chloro-3-(((1R)-1-(2-cyano-3-(3-methoxypyrrolidin-1-yl)-7-methylquinoxalin-5-yl)ethyl)amino)picolinate ClC1=CC=C(C(=N1)C(=O)OC)N[C@H](C)C1=C2N=C(C(=NC2=CC(=C1)C)C#N)N1CC(CC1)OC